C1(CC1)C1=C(C(=NO1)C1=C(C=CC=C1Cl)Cl)COC1C[C@H]2CC[C@@H](C1)N2C2=NOC(=N2)C=2C(=C(C(=O)O)C=CC2)C 3-((1r,3r,5s)-(3-((5-cyclopropyl-3-(2,6-dichlorophenyl)isoxazol-4-yl)methoxy)-8-azabicyclo[3.2.1]octan-8-yl)-1,2,4-oxadiazol-5-yl)-2-methylbenzoic acid